BrC=1C(=NC=C(C1I)F)C 3-bromo-5-fluoro-4-iodo-2-methyl-pyridine